6-acetamido-4-(((1-acryloylpiperidin-3-yl)methyl)amino)nicotinamide C(C)(=O)NC1=NC=C(C(=O)N)C(=C1)NCC1CN(CCC1)C(C=C)=O